5-((R)-2-(5-fluoropyridin-3-yl)pyrrolidin-1-yl)-N-((1S,2R)-2-hydroxycyclopentyl)pyrazolo[1,5-a]pyrimidine-3-carboxamide FC=1C=C(C=NC1)[C@@H]1N(CCC1)C1=NC=2N(C=C1)N=CC2C(=O)N[C@@H]2[C@@H](CCC2)O